OC(C)C=1C(=NC(=CC1)N1C=NC2=C1C=CC(=C2)NC=2N=NC(=CC2)C)N2N=C(C=C2C)C#N 1-[3-(1-Hydroxyethyl)-6-[5-[(6-methylpyridazin-3-yl)amino]benzimidazol-1-yl]-2-pyridyl]-5-methyl-pyrazole-3-carbonitrile